2-(2-bromo-5-methoxyphenyl)-1,3-dioxolane BrC1=C(C=C(C=C1)OC)C1OCCO1